CC1(CC(C=2C(CCCC2C1)(C)C)O)C 3,3,8,8-tetramethyl-1,2,4,5,6,7-hexahydronaphthalen-1-ol